BrC=1C=C(C(=NC1)N1C[C@@H]2N([C@H](CN(C2)C2=C3C=CC(=NC3=C(C=C2)C#N)[2H])C)CC1)C 5-[(4S,9aR)-8-(5-bromo-3-methyl-2-pyridyl)-4-methyl-3,4,6,7,9,9a-hexahydro-1H-pyrazino[1,2-a]pyrazin-2-yl]-2-deuterio-quinoline-8-carbonitrile